FC=1C(=C(C=C(C1)/C=C(/C(=O)O)\C1=CC(=C(C(=C1)OC)OC)OC)O)OC (E)-3-(5-fluoro-3-hydroxy-4-methoxyphenyl)-2-(3,4,5-trimethoxyphenyl)acrylic acid